7-fluoro-3-(3-(4-(4-(trifluoro-methyl)phenyl)piperazin-1-yl)propyl)isoquinolin-1(2H)-one FC1=CC=C2C=C(NC(C2=C1)=O)CCCN1CCN(CC1)C1=CC=C(C=C1)C(F)(F)F